10-(4-(3-fluorobenzyloxy)phenoxy)-3,4-dihydro-2H-[1,4]oxazino[2,3-f]quinazoline FC=1C=C(COC2=CC=C(OC3=NC=NC4=CC=C5C(=C34)OCCN5)C=C2)C=CC1